4-Chloro-1-[4-(1,1-difluoroethyl)-3-fluoro-phenyl]sulfonyl-3-(3,3,4,4-tetrafluoropyrrolidin-1-yl)indazole di(2,2-difluoroethyl)carbonate Icosyl-icosanoate C(CCCCCCCCCCCCCCCCCCC)OC(CCCCCCCCCCCCCCCCCCC)=O.FC(COC(OCC(F)F)=O)F.ClC1=C2C(=NN(C2=CC=C1)S(=O)(=O)C1=CC(=C(C=C1)C(C)(F)F)F)N1CC(C(C1)(F)F)(F)F